6,9,12,15,18,21,24,27,30,34,37-undecazaspiro[4.33]octatriacontane-7,10,13,16,19,22,25,28,31,35,38-Undecone C1CCCC12NC(CNC(CNC(CNC(CNC(CNC(CNC(CNC(CNC(CCNC(CNC2=O)=O)=O)=O)=O)=O)=O)=O)=O)=O)=O